COC1CN(CCC1)C=1C=C2C(=CC=NC2=CC1)C(=O)O 6-(3-methoxypiperidin-1-yl)quinoline-4-carboxylic acid